ethyl N-(3-cyano-7-fluoro-thieno[3,2-c]pyridin-2-yl)carbamate C(#N)C1=C(SC2=C1C=NC=C2F)NC(OCC)=O